CN1OC(C2C1CC(CC2)C2CC=C(CC2)C)(C)C 1,3,3-trimethyl-6-(4-methylcyclohex-3-en-1-yl)octahydrobenzo[c]isoxazole